9,10-di(chloromethyl)anthracene ClCC=1C2=CC=CC=C2C(=C2C=CC=CC12)CCl